methyl (R,E)-4-(2-(2-(N-(1-(1-(naphthalen-1-yl)ethyl)piperidin-4-yl)cyclopentanecarboxamido)acetamido)acetamido)but-2-enoate C1(=CC=CC2=CC=CC=C12)[C@@H](C)N1CCC(CC1)N(C(=O)C1CCCC1)CC(=O)NCC(=O)NC/C=C/C(=O)OC